2,2'-bis(dicyclopentylphosphino)-1,1'-binaphthyl C1(CCCC1)P(C1=C(C2=CC=CC=C2C=C1)C1=C(C=CC2=CC=CC=C12)P(C1CCCC1)C1CCCC1)C1CCCC1